FC=1C=C(C#N)C=CC1C=1C2=C(N=C(N1)N1CC(C1)OC=1C(=NC=NC1)C)C(N(C(=N2)C(F)(F)F)C)=O 3-fluoro-4-(7-methyl-2-(3-((4-methylpyrimidin-5-yl)oxy)azetidin-1-yl)-8-oxo-6-(trifluoromethyl)-7,8-dihydropyrimido[5,4-d]pyrimidin-4-yl)benzonitrile